9-(p-isopropylphenyl)acridine C(C)(C)C1=CC=C(C=C1)C=1C2=CC=CC=C2N=C2C=CC=CC12